O(C1=CC=CC=C1)C1=C(C=C(C=2C(C3=CC=CC=C3C(C12)=O)=O)O)O 1-phenoxy-2,4-dihydroxyanthraquinone